4-fluoro-N-[(1S,2S,3S,5R)-2,6,6-trimethylnorborn-3-yl]-1H-pyrrolo[2,3-c]pyridine-2-carboxamide FC1=C2C(=CN=C1)NC(=C2)C(=O)N[C@@H]2[C@H]([C@H]1C(CC2C1)(C)C)C